FC(F)C1=NC(=CC=C1N)C1=NC=CC=N1 (difluoromethyl)-6-(pyrimidin-2-yl)pyridin-3-amine